[3-[[2-methoxy-4-(trifluoromethyl)phenyl]methylamino]azetidin-1-yl]-[6-[6-(trifluoromethyl)-3-pyridyl]-2-azaspiro[3.3]heptan-2-yl]methanone COC1=C(C=CC(=C1)C(F)(F)F)CNC1CN(C1)C(=O)N1CC2(C1)CC(C2)C=2C=NC(=CC2)C(F)(F)F